(3R,4S)-4-amino-3-methoxypiperidine N[C@@H]1[C@@H](CNCC1)OC